1-{2-acetyl-5-oxa-2-azaspiro[3.4]octane-6-carbonyl}-4-fluoro-N-{phenyl[4-(propan-2-yl)phenyl]methyl}pyrrolidine-2-carboxamide C(C)(=O)N1CC2(C1)OC(CC2)C(=O)N2C(CC(C2)F)C(=O)NC(C2=CC=C(C=C2)C(C)C)C2=CC=CC=C2